6-(3-Chlorophenyl)-3-cyclopropyl-4-oxo-4,5-dihydropyrazolo[1,5-a]pyrazine-2-carboxylic acid ClC=1C=C(C=CC1)C=1NC(C=2N(C1)N=C(C2C2CC2)C(=O)O)=O